FC(COC1=CC=2N(C=C1)C(=CN2)C2=CC=CC(=N2)N[C@H]2CNC[C@@H]2F)F 6-(7-(2,2-difluoroethoxy)imidazo[1,2-a]pyridin-3-yl)-N-((3S,4S)-4-fluoropyrrolidin-3-yl)pyridin-2-amine